C1(=CC=CC=C1)[B-](C1=CC=CC=C1)(C1=CC=CC=C1)C1=CC=CC=C1.[NH3+]C1=CC=CC=C1 anilinium tetra(phenyl)borate